3-[N-(2-aminoethyl)amino]propyltriethoxysilane NCCNCCC[Si](OCC)(OCC)OCC